2-(5-benzyl-11-(3-guanidinopropyl)-8-methyl-3,6,9,12,15-pentaoxo-1,4,7,10,13-pentaazacyclopentadecan-2-yl)acetic acid C(C1=CC=CC=C1)C1NC(C(NC(CNC(C(NC(C(NC1=O)C)=O)CCCNC(=N)N)=O)=O)CC(=O)O)=O